(2S,5R)-5-(hydroxymethyl)-4-(4-methoxybenzyl)piperazine-2-carboxylic acid methyl ester COC(=O)[C@H]1NC[C@@H](N(C1)CC1=CC=C(C=C1)OC)CO